BrC1=C(NC2=C1C=NC=C2)C2=CC(=NC=C2)NC(CC2=CC=C(C=C2)F)=O N-(4-(3-bromo-1H-pyrrolo[3,2-c]pyridin-2-yl)pyridin-2-yl)-2-(4-fluorophenyl)acetamide